Ethyl 3-(5-((4-(3-((2-((1S)-1-((tetrahydro-2H-pyran-2-yl)oxy)ethyl)-1H-imidazol-1-yl)methyl)isoxazol-5-yl)phenyl)ethynyl)pyridin-2-yl)propanoate O1C(CCCC1)O[C@@H](C)C=1N(C=CN1)CC1=NOC(=C1)C1=CC=C(C=C1)C#CC=1C=CC(=NC1)CCC(=O)OCC